FC(C=1C=C(OC(CON)C)C=CC1)(F)F O-[2-(3-trifluoromethyl-phenoxy)-propyl]-hydroxylamine